ClCC(C)(Cl)Cl 1,2,2-trichloropropane